5'-(2-(((1r,4r)-4-Aminocyclohexyl)amino)-1-phenylethyl)-2'-chloro-6-fluoro-4'-methoxy-5-(2-methoxyethoxy)-[1,1'-biphenyl]-2-carboxamide trifluoroacetate FC(C(=O)O)(F)F.NC1CCC(CC1)NCC(C1=CC=CC=C1)C=1C(=CC(=C(C1)C=1C(=CC=C(C1F)OCCOC)C(=O)N)Cl)OC